1-[2-Hydroxy-6-methoxy-4-[(3R,4S,5S,6R)-3,4,5-trihydroxy-6-(hydroxymethyl)oxan-2-yl]oxyphenyl]-3-(4-hydroxyphenyl)prop-2-en-1-one OC1=C(C(=CC(=C1)OC1O[C@@H]([C@H]([C@@H]([C@H]1O)O)O)CO)OC)C(C=CC1=CC=C(C=C1)O)=O